3-(trifluoromethyl)azetidine-1-carboxylate FC(C1CN(C1)C(=O)[O-])(F)F